3-hydroxy-4-(4-methyl-1-oxo-1,3-dihydroisobenzofuran-5-yl)pyrrolidine-1-carboxylic acid tert-butyl ester C(C)(C)(C)OC(=O)N1CC(C(C1)C=1C(=C2COC(C2=CC1)=O)C)O